5-(4-bromocyclohexyl)bicyclo[2.2.1]hept-2-ene BrC1CCC(CC1)C1C2C=CC(C1)C2